N-((S)-1-(((R)-4-(ethylamino)-3,4-dioxo-1-((R)-2-oxopyrrolidin-3-yl)butan-2-yl)amino)-4-methyl-1-oxopentan-2-yl)-9-hydroxy-9H-fluorene-9-carboxamide C(C)NC(C([C@@H](C[C@@H]1C(NCC1)=O)NC([C@H](CC(C)C)NC(=O)C1(C2=CC=CC=C2C=2C=CC=CC12)O)=O)=O)=O